OC1=C(C(=CC(=C1)C(F)(F)F)C)C=1C=NC=2C(N1)=NN(C2)[C@H]2CCC(N(C2)C)=O (S)-5-[6-[2-hydroxy-6-methyl-4-(trifluoromethyl)phenyl]pyrazolo[3,4-b]pyrazin-2-yl]-1-methyl-piperidin-2-one